titanium (IV) bis(N,N-diethyl-3-oxo-butanamide) diisobutoxide CC(C)C[O-].CC(C)C[O-].C(C)N(C(CC(C)=O)=O)CC.C(C)N(C(CC(C)=O)=O)CC.[Ti+4]